FC=1C=2N(C=CC1)N=C(C2)C#CC2=C1C=C(N=CC1=C(N=C2)NC)C2(CC2)C(=O)N (5-((4-fluoropyrazolo[1,5-a]pyridin-2-yl)ethynyl)-8-(methylamino)-2,7-naphthyridin-3-yl)cyclopropanecarboxamide